3-butadiene-1-ylcyclohexane C(=CC=C)C1CCCCC1